2-[2-(2-chlorophenyl)ethyl]-3-fluoro-aniline ClC1=C(C=CC=C1)CCC1=C(N)C=CC=C1F